ClC=1C(=C(C=CC1)C1=C(C2=C(C=3C=CNC3C=C2)CCC1)C1=CC=C(C=C1)NC1CN(C1)CCCF)C N-(4-(7-(3-chloro-2-methylphenyl)-3,8,9,10-tetrahydrocyclohepta[e]indol-6-yl)phenyl)-1-(3-fluoropropyl)azetidin-3-amine